ClC1=NC(=NC(=C1)N1C[C@](CCC1)(C)O)OCC1(CN(CC1)C)C#N 3-[({4-chloro-6-[(3R)-3-hydroxy-3-methylpiperidin-1-yl]pyrimidin-2-yl}oxy)methyl]-1-methylpyrrolidine-3-carbonitrile